N1=CC=C(C=C1)\C(=C/C(=O)OCC)\C Ethyl (2Z)-3-(4-pyridinyl)-2-butenoate